(rac)-((1s,3s)-3-Hydroxy-3-methylcyclobutyl)(6-(3-methoxy-2-methylphenyl)-2-azaspiro[3.4]octan-2-yl)methanone OC1(CC(C1)C(=O)N1CC2(C1)C[C@@H](CC2)C2=C(C(=CC=C2)OC)C)C |r|